(1R,2S,3R,5R)-3-{5-[1-(benzenesulfonyl)pyrazol-3-yl]pyrrolo[2,3-d]pyrimidin-7-yl}-5-[{{3-[(2-phenylethyl)amino]propyl}amino}methyl]cyclopentane-1,2-diol C1(=CC=CC=C1)S(=O)(=O)N1N=C(C=C1)C1=CN(C=2N=CN=CC21)[C@H]2[C@@H]([C@@H]([C@H](C2)CNCCCNCCC2=CC=CC=C2)O)O